tert-butyl (1R,3S,5S)-3-[(5-cyclopropyl-3-phenyl-1,2-oxazol-4-yl)carbonyloxy]-8-azabicyclo[3.2.1]octane-8-carboxylate C1(CC1)C1=C(C(=NO1)C1=CC=CC=C1)C(=O)OC1C[C@H]2CC[C@@H](C1)N2C(=O)OC(C)(C)C